BrC1=CC=C2C(CC(C2=C1)(C)NC(C(F)(F)F)=O)=O N-(6-bromo-1-methyl-3-oxo-indan-1-yl)-2,2,2-trifluoro-acetamide